(S)-N-(tricyclo[6.2.0.03,6]deca-1,3(6),7-trien-2-ylcarbamoyl)-2,3-dihydropyrazolo[5,1-b]oxazole-7-sulfonimidamide C12=C(C=3CCC3C=C2CC1)NC(=O)N[S@@](=O)(=N)C=1C=NN2C1OCC2